C(C)OC(C1=C(C(=CC(=C1)Cl)S(NC1=C(C(=C(C=C1)F)C#CC=1C=C2C(=NC1)NN=C2)F)(=O)=O)Cl)=O 3-(N-(3-((1H-pyrazolo[3,4-b]pyridin-5-yl)ethynyl)-2,4-difluorophenyl)sulfamoyl)-2,5-dichlorobenzoic acid ethyl ester